C(C1=CC=CC=C1)N1C(C(CC1=O)(C)C1N(CCC1)C(=O)OC(C)(C)C)=O tert-butyl 2-(1-benzyl-3-methyl-2,5-dioxo-pyrrolidin-3-yl)pyrrolidine-1-carboxylate